FC(C=1N=CC(=NC1)N1CC2N(C(C1)C2)C(=O)OC2CC1(CN(C1)CC1=CC=CC=C1)C2)(F)F 2-benzyl-2-azaspiro[3.3]heptan-6-yl 3-[5-(trifluoromethyl)pyrazin-2-yl]-3,6-diazabicyclo[3.1.1]heptane-6-carboxylate